12-Hydroxy-heneicos-14-enoic acid OC(CCCCCCCCCCC(=O)O)CC=CCCCCCC